7-hydroxy-3-methyl-3,4-dihydro-1,6-naphthyridin-2(1H)-one OC1=NC=C2CC(C(NC2=C1)=O)C